1-(1-(2-methyl-4-nitrophenyl)piperidin-4-yl)-4-methylpiperazine CC1=C(C=CC(=C1)[N+](=O)[O-])N1CCC(CC1)N1CCN(CC1)C